[K+].CC1(OCC(O1)C(=O)[O-])C 2,2-dimethyl-1,3-dioxolane-4-carboxylic acid potassium salt